ClC=1C(=CC(=C(CN[C@H](CO)C(=O)O)C1)OCC=1C=NC=C(C1)C#N)OCC=1C(=C(C=CC1)C1=C(C(=CC=C1)O)C)C (5-Chloro-2-((5-cyanopyridin-3-yl)methoxy)-4-((3'-hydroxy-2,2'-dimethyl-[1,1'-biphenyl]-3-yl)methoxy)benzyl)-D-serine